C(CCCC=C)O 5-hexenol